O[C@@H]1[C@H](CCC1)NC(=O)C1N(CCNC1)C(=O)[O-] 2-(((1S,2S)-2-hydroxycyclopentyl)carbamoyl)piperazine-1-carboxylate